N1C[C@@H](CC1)NC(OC(C)(C)C)=O (R)-tert-butyl pyrrolidin-3-ylcarbamate